C(C)OC(CNC(=O)OCC1=CC=CC=C1)=O CBZ-glycine ethyl ester